N-[4-(6,7-dimethoxyquinolin-4-yl)oxy-3-fluorophenyl]-5-[(E)-3,3-dimethylbut-1-enyl]-4-hydroxy-6-methylpyridine-3-carboxamide COC=1C=C2C(=CC=NC2=CC1OC)OC1=C(C=C(C=C1)NC(=O)C=1C=NC(=C(C1O)\C=C\C(C)(C)C)C)F